(2R,3S,5R)-5-(6-amino-2-fluoro-9H-purin-9-yl)-2-ethynyl-2-((((S)-(((S)-1-isopropoxy-1-oxo-3-phenylpropan-2-yl)amino)(phenoxy)phosphoryl)oxy)methyl)tetrahydrofuran-3-yl dodecanoate C(CCCCCCCCCCC)(=O)O[C@@H]1[C@](O[C@H](C1)N1C2=NC(=NC(=C2N=C1)N)F)(CO[P@](=O)(OC1=CC=CC=C1)N[C@H](C(=O)OC(C)C)CC1=CC=CC=C1)C#C